(3-methyl-2-(pyridin-2-yl)-1H-pyrrolo[3,2-b]pyridin-5-yl)methanamine CC1=C(NC=2C1=NC(=CC2)CN)C2=NC=CC=C2